o-tolunitrile CC1=CC=CC=C1C#N